(2R)-N-((S or R)-(5-chloro-6-(trifluoro-methyl)pyridin-2-yl)(4,4-difluoro-cyclohexyl)methyl)-2-methyl-3-oxo-piperazine-1-carboxamide ClC=1C=CC(=NC1C(F)(F)F)[C@@H](NC(=O)N1[C@@H](C(NCC1)=O)C)C1CCC(CC1)(F)F |o1:11|